COCC(C)NC(=S)NC=1C=NC2=CC=CC=C2C1 1-(1-methoxypropan-2-yl)-3-quinolin-3-ylthiourea